The molecule is an octacarboxylic acid anion obtained by deprotonation of all eight carboxy groups of uroporphyrinogen III. It has a role as a human metabolite and a Saccharomyces cerevisiae metabolite. It is a cyclic tetrapyrrole anion and an octacarboxylic acid anion. It is a conjugate base of a uroporphyrinogen III. C1C2=C(C(=C(N2)CC3=C(C(=C(N3)CC4=C(C(=C(N4)CC5=C(C(=C1N5)CCC(=O)[O-])CC(=O)[O-])CC(=O)[O-])CCC(=O)[O-])CC(=O)[O-])CCC(=O)[O-])CC(=O)[O-])CCC(=O)[O-]